2-[chloro(methyl)amino]-N-(1-methyl-1H-pyrazol-4-yl)acetamide ClN(CC(=O)NC=1C=NN(C1)C)C